C(C)(C)(C)OC(=O)N1CC2(NC3=C(NC2=O)C=NC2=C3C=CN2)CCC1 oxo-1',3',4',7'-tetrahydrospiro[piperidine-3,2'-pyrrolo[3',2':5,6]pyrido[3,4-b]pyrazine]-1-carboxylic acid tert-butyl ester